Dodecylbenzenesulfonic acid, calcium salt [Ca+2].C(CCCCCCCCCCC)C1=C(C=CC=C1)S(=O)(=O)[O-].C(CCCCCCCCCCC)C1=C(C=CC=C1)S(=O)(=O)[O-]